C1CCC(CC1)C(CCN2C(C(=O)NC2=O)CCCCCCC(=O)O)O The molecule is a imidazolidine-2,4-dione that is 7-(2,5-dioxoimidazolidin-4-yl)heptanoic acid in which the imidazoline ring as substituted at position 3 by a 3-(3-cyclohexyl-3-hydroxypropyl) group. It is an imidazolidine-2,4-dione, a secondary alcohol and a monocarboxylic acid.